FC(C1=C(C=C2CCCN(C2=C1)C1=CC2=C(N(C(N2C)=O)C)C(=C1)C(=C)C)C=1C=CC(=NC1)C(=O)OC)F Methyl 5-(7-(difluoromethyl)-1-(1,3-dimethyl-2-oxo-7-(prop-1-en-2-yl)-2,3-dihydro-1H-benzo[d]imidazol-5-yl)-1,2,3,4-tetrahydroquinolin-6-yl)picolinate